ClC1=C(C=C(C=C1)CNC(=O)C=1N(C(N2C1CN(CC2)C(C2=CC(=C(C=C2)Cl)Cl)=O)=O)C2=CC=C(C=C2)OC)OC N-[(4-chloro-3-methoxy-phenyl)methyl]-7-(3,4-dichlorobenzoyl)-2-(4-methoxyphenyl)-3-oxo-6,8-dihydro-5H-imidazo[1,5-a]pyrazine-1-carboxamide